2-(cyclopropylethynyl)-9-((3aR,3bR,4aS,5R,5aS)-2,2-dimethylhexahydrocyclopropa[3,4]cyclopenta[1,2-d][1,3]dioxol-5-yl)-N-ethyl-9H-purin-6-amine C1(CC1)C#CC1=NC(=C2N=CN(C2=N1)[C@@H]1[C@@H]2[C@H]([C@@H]3[C@H]1OC(O3)(C)C)C2)NCC